FC1(C(C=CC(=C1C)S(=O)(=O)O)C(=O)[O-])C 2-fluorosulfoxylate